O=C1NC(CCC1N1C(C2=CC=C(C=C2C1)C1=NC=CC(=C1)CN(C)CC1=CC=C(C#N)C=C1)=O)=O 4-((((2-(2-(2,6-dioxopiperidin-3-yl)-1-oxoisoindolin-5-yl)pyridin-4-yl)methyl)(methyl)amino)methyl)benzonitrile